CS(=O)(=O)OCCCOCC(F)(F)C1=C(C=CC=C1)Br 3-[2-(2-bromophenyl)-2,2-difluoro-ethoxy]propyl methanesulfonate